ClC1=CC(=C(S1)C(=O)NCCC1=C(C=C(C=C1)Cl)Cl)NC(C1=CC(=C(C=C1)O)F)=O 5-chloro-N-(2,4-dichlorophenethyl)-3-(3-fluoro-4-hydroxybenzamido)thiophene-2-carboxamide